FC1=CC=C(C=C1)C1=NN(C=C1C=1C=2N(N=CC1)C=C(N2)C(=O)NC)C 8-[3-(4-fluorophenyl)-1-methylpyrazol-4-yl]-N-methylimidazo[1,2-b]pyridazine-2-carboxamide